N-(5-(piperazin-1-yl)pyridin-2-yl)-1-(tetrahydro-2H-pyran-4-yl)-4,5-dihydro-1H-pyrazolo[4,3-H]quinazolin-8-amine N1(CCNCC1)C=1C=CC(=NC1)NC1=NC=2C3=C(CCC2C=N1)C=NN3C3CCOCC3